(12-((4-(((R)-1-(3-bromophenyl)ethyl)amino)-6-methoxy-2-methylquinazolin-7-yl)oxy)dodecyl)-4-methyl-pentanamide BrC=1C=C(C=CC1)[C@@H](C)NC1=NC(=NC2=CC(=C(C=C12)OC)OCCCCCCCCCCCCC(C(=O)N)CC(C)C)C